C(C)OC(=O)C1(CC(=NO1)C1=C(C=C(C(=C1)N1C(NC(=CC1=O)C(F)(F)F)=O)F)Cl)C 3-[2-chloro-5-[2,4-dioxo-6-(trifluoromethyl)-1H-pyrimidin-3-yl]-4-fluoro-phenyl]-5-methyl-4H-isoxazole-5-carboxylic acid ethyl ester